6-ethyl-N-((S)-1-(2-(4-fluorophenyl)-5-(1-methyl-1H-pyrrol-3-yl)-1H-imidazol-4-yl)-7-oxononyl)-6-azaspiro[2.5]octane-1-carboxamide C(C)N1CCC2(CC2C(=O)N[C@@H](CCCCCC(CC)=O)C=2N=C(NC2C2=CN(C=C2)C)C2=CC=C(C=C2)F)CC1